C(CCC)OC(=O)C1=CC=NC=N1 Pyrimidine-6-carboxylic acid butyl ester